C(C1=CC=CC=C1)N1CCN(C2=CC=C(C=C12)OC)S(=O)(=O)C1=CC=C(C=C1)OC 4-benzyl-6-methoxy-1-((4-methoxyphenyl)sulfonyl)-1,2,3,4-tetrahydroquinoxaline